C1(=CC=CC=C1)OB(O)O (phenyl)boric acid